C(C)(C)(C)N1C[C@H]([C@@H](C1)C1=C(C=C(C=C1)Cl)F)C(=O)N1C[C@H](C[C@H]1C(=O)N1CCOCC1)N(C(C(C)C)=O)C1CCC(CC1)C N-((3s,5s)-1-((3s,4r)-1-(tert-butyl)-4-(4-chloro-2-fluorophenyl)pyrrolidin-3-carbonyl)-5-(morpholin-4-carbonyl)pyrrolidin-3-yl)-N-((1s,4r)-4-methylcyclohexyl)isobutyramide